5-(methyl-(phenyl)amino)-[1,2,4]triazolo[4,3-a]quinazoline-8-carbonitrile CN(C1=NC=2N(C3=CC(=CC=C13)C#N)C=NN2)C2=CC=CC=C2